FC(C=1C(=C(C=CC1)[C@@H](C)NC1=CN=NC2=CC=C(C=C12)C1=COC=C1)F)F (R)-N-(1-(3-(difluoromethyl)-2-fluorophenyl)ethyl)-6-(furan-3-yl)cinnolin-4-amine